1-(4-benzoyl-3,4-dihydroquinoxalin-1(2H)-yl)-3-(piperidine-1-yl)propan-1-one C(C1=CC=CC=C1)(=O)N1CCN(C2=CC=CC=C12)C(CCN1CCCCC1)=O